CC1=C(C2=C(N=N1)OC1=C2N=CN=C1NCC1=CC=C(C=C1)CC(C)O)C [4-[[(3,4-dimethylpyrimido[4',5':4,5]furo[2,3-c]pyridazin-8-yl)amino]methyl]phenyl]propan-2-ol